ClC=1C=CC=C2C=C(NC12)C(=O)N[C@H](C(=O)N[C@@H](C[C@H]1C(NCC1)=O)C(CCl)=O)CC1CC1 7-chloro-N-[(2S)-1-({(2S)-4-chloro-3-oxo-1-[(3S)-2-oxopyrrolidin-3-yl]butan-2-yl}amino)-3-cyclopropyl-1-oxopropan-2-yl]-1H-indole-2-carboxamide